dilithium manganese [Mn].[Li].[Li]